4,4-dimethylcholesta-8(9)-en-3β-ol CC1(C2CCC=3[C@@H]4CC[C@H]([C@@H](CCCC(C)C)C)[C@]4(CCC3[C@]2(CC[C@@H]1O)C)C)C